3-(tert-butoxy)-3-oxopropyl cyclooctyl fumarate C(\C=C\C(=O)OC1CCCCCCC1)(=O)OCCC(=O)OC(C)(C)C